tert-butyl (S)-(4-(4-(3-((3-(((1-acetylpiperidin-4-yl)amino)methyl)-2-fluorophenyl)amino)-2-chlorophenyl)-3-chloropyridin-2-yl)-2-methoxybenzyl)((5-oxopyrrolidin-2-yl)methyl)carbamate C(C)(=O)N1CCC(CC1)NCC=1C(=C(C=CC1)NC=1C(=C(C=CC1)C1=C(C(=NC=C1)C1=CC(=C(CN(C(OC(C)(C)C)=O)C[C@H]2NC(CC2)=O)C=C1)OC)Cl)Cl)F